C(C)(C)(C)OC(=O)N[C@H](C(=O)N1C[C@@H](CCC1)C(=O)OC)CC1=CC(=CC=C1)B1OC(C(O1)(C)C)(C)C methyl (R)-1-((S)-2-((tert-butoxycarbonyl)amino)-3-(3-(4,4,5,5-tetramethyl-1,3,2-dioxaborolan-2-yl)phenyl)propanoyl)piperidine-3-carboxylate